glucosamine zinc salt [Zn].OC1[C@H](N)[C@@H](O)[C@H](O)[C@H](O1)CO